C(#N)C=1C=C(C=CC1)C(C)(C)NC(=O)[C@H]1N(C[C@@H](C1)O)C([C@H](C(C)(C)C)N1N=NC(=C1)C1CC1)=O (2S,4R)-N-[1-(3-cyanophenyl)-1-methyl-ethyl]-1-[(2S)-2-(4-cyclopropyltriazol-1-yl)-3,3-dimethyl-butanoyl]-4-hydroxy-pyrrolidine-2-carboxamide